C(#N)[C@H](CC1=CC=C(C=C1)B1OC(C(O1)(C)C)(C)C)NC(OC(C)(C)C)=O tert-butyl N-[(1S)-1-cyano-2-[4-(4,4,5,5-tetramethyl-1,3,2-dioxaborolan-2-yl) phenyl]ethyl]carbamate